ClC1=C(C=C(OCC(=O)NC23CCC(CC2)(CC3)N3N=CC(=C3)C(=O)N3C[C@H](CC3)OC(F)(F)F)C=C1)F 2-(4-chloro-3-fluorophenoxy)-N-(4-{4-[(3S)-3-(trifluoromethoxy)pyrrolidine-1-carbonyl]-1H-pyrazol-1-yl}bicyclo[2.2.2]octan-1-yl)acetamide